CN1N=CC(=C1)C1=CC=2N(C=C1)C(=NN2)C(=O)NC=2C(=NC=C(C2)NC(CN2CC1=C(CC2)N(C=C1)C)=O)C 7-(1-methyl-1H-pyrazol-4-yl)-N-(2-methyl-5-(2-(1-methyl-1,4,6,7-tetrahydro-5H-pyrrolo[3,2-c]pyridin-5-yl)acetamido)pyridin-3-yl)-[1,2,4]triazolo[4,3-a]pyridine-3-carboxamide